1-(3-(2-cyclopropylpyridin-4-yl)isoxazol-5-yl)ethan-1-one C1(CC1)C1=NC=CC(=C1)C1=NOC(=C1)C(C)=O